3-((2-((4-(4-((1R,2S)-6-hydroxy-2-phenyl-1,2,3,4-tetrahydronaphthalen-1-yl)phenyl)piperazin-1-yl)methyl)phenyl)amino)piperidine-2,6-dione OC=1C=C2CC[C@@H]([C@@H](C2=CC1)C1=CC=C(C=C1)N1CCN(CC1)CC1=C(C=CC=C1)NC1C(NC(CC1)=O)=O)C1=CC=CC=C1